ethyl 6-((1H-indazol-5-yl) carbamoyl)-5-methyl-7-(p-tolyl)-4,7-dihydropyrazolo[1,5-a]pyrimidine-2-carboxylate N1N=CC2=CC(=CC=C12)NC(=O)C1=C(NC=2N(C1C1=CC=C(C=C1)C)N=C(C2)C(=O)OCC)C